FC1(C2CN(CC12)C1=CC=C(C(=N1)C)CO)F (6-{6,6-Difluoro-3-azabicyclo[3.1.0]hex-3-yl}-2-methylpyridin-3-yl)methanol